C(C1=CC=CC=C1)ON1C(N2[C@@H](C[C@@H]1C2)C(=O)[O-])=O (4R,6S)-3-(benzyloxy)-2-oxo-1,3-diazabicyclo[2.2.1]heptane-6-carboxylate